N[C@H]1CN(CCC1)C(=O)OC(C)(C)C tert-butyl (3R)-3-amino-piperidine-1-carboxylate